C12N(CCC2NC1)C=1C2=C(N=C(N1)OCC13CCCN3CCC1)C(=C(N=C2)C2=CC(=CC1=CC=CC(=C21)C#C)O)F 4-(4-(2,6-diazabicyclo[3.2.0]heptan-2-yl)-8-fluoro-2-((tetrahydro-1H-pyrrolizin-7a(5H)-yl)methoxy)pyrido[4,3-d]pyrimidin-7-yl)-5-ethynylnaphthalen-2-ol